1-iso-butoxy-1,3,3,3-tetramethyldisiloxane C(C(C)C)O[SiH](O[Si](C)(C)C)C